methyl 10-oxo-1,9-diazatricyclo[6.3.1.04,12]dodeca-2,4(12),5,7-tetraene-2-carboxylate O=C1NC2=CC=CC=3C=C(N(C1)C32)C(=O)OC